C1(CC1)C=1N=CN(C1)C=1C(=CC(=C(C(=O)NC2=NC(=CC=C2)C=2N3C(=NN2)C[C@@H](C3)C)C1)F)C (S)-5-(4-cyclopropyl-1H-imidazol-1-yl)-2-fluoro-4-methyl-N-(6-(6-methyl-6,7-dihydro-5H-pyrrolo[2,1-c][1,2,4]triazol-3-yl)pyridin-2-yl)benzamide